dimethyl-2-[(5-piperazin-1-ylpyridin-2-yl)amino]pyrrolo[2,3-d]pyrimidine-6-carboxamide CC1C(=NC=2N=C(N=C(C21)C)NC2=NC=C(C=C2)N2CCNCC2)C(=O)N